(R)-3-(5-Amino-4-(6-chloro-5-fluoro-2-oxo-1,2-dihydrospiro[benzo[d][1,3]oxazine-4,3'-piperidine]-1'-carbonyl)-1H-pyrazol-1-yl)benzoic acid NC1=C(C=NN1C=1C=C(C(=O)O)C=CC1)C(=O)N1C[C@@]2(CCC1)C1=C(NC(O2)=O)C=CC(=C1F)Cl